2-benzylbutan-1-one C(C1=CC=CC=C1)C(C=O)CC